C(CCCCC=CCCCCCCCCCCCC)(=O)O 6-Nonadecenoic acid